N1CCC(CC1)N1C(NC2=C1C=CC=C2)=O 3-(4-piperidinyl)-1H-benzimidazol-2-one